FC1=CC=C2C(=CC(N(C2=C1)C)=O)N1CCC(CC1)OC1=CC=C(C=C1)OC(F)(F)F 7-fluoro-1-methyl-2-oxo-4-{4-[4-(trifluoromethoxy)phenoxy]piperidin-1-yl}-1,2-dihydroquinoline